C(C)OC1=C(CC2N(C(C3=CC=CC=C23)=O)CC2=CC3=C(NC(O3)=O)C=C2)C=CC=C1 6-((1-(2-ethoxybenzyl)-3-oxoisoindolin-2-yl)methyl)benzo[d]oxazol-2(3H)-one